CSSSCC=C 3-methylsulfanyldisulfanylprop-1-ene